BrC(CCC(=O)OCCCCCCCCCCCCCCCCCCCC)C eicosanyl 4-bromopentanoate